3-fluoro-5-chlorobenzeneboronic acid FC=1C=C(C=C(C1)Cl)B(O)O